ONOOCCCCCCCCCCCCCCCC=CCC(CCCCCC)C(CCN(C)C)OC([O-])=O 1-trioxa-2-azanonacosa-20-En-23-yl-3-(dimethylamino)propylcarbonate